ClC=1C=C(C=C(C1)Cl)C(CN(C)C)N1C(C=C(C=C1)C1=CN(C2=NC=C(C=C21)N2CCOCC2)S(=O)(=O)C2=CC=C(C)C=C2)=O 1-(1-(3,5-dichlorophenyl)-2-(dimethylamino)ethyl)-4-(5-morpholino-1-tosyl-1H-pyrrolo[2,3-b]pyridin-3-yl)pyridin-2(1H)-one